[Si]=S.[Cd].[Cs] cesium cadmium silicon sulfide